BrC1=NN(C=C1)C([2H])([2H])[2H] 3-bromo-1-(methyl-d3)-1H-pyrazole